((1R)-1-(((4-(tert-butoxy)-7-(8-ethynyl-3-(methoxymethoxy)naphthalen-1-yl)-6,8-difluoroquinazolin-2-yl)oxy)methyl)-2,2-difluorocyclopropyl)methanol C(C)(C)(C)OC1=NC(=NC2=C(C(=C(C=C12)F)C1=CC(=CC2=CC=CC(=C12)C#C)OCOC)F)OC[C@]1(C(C1)(F)F)CO